7-bromo-1-chloro-5-fluoro-4-methylphthalazine BrC1=CC(=C2C(=NN=C(C2=C1)Cl)C)F